1,4-naphthoquinone-2-sulfonic acid potassium salt [K+].C1(C(=CC(C2=CC=CC=C12)=O)S(=O)(=O)[O-])=O